N[C@H]1C[C@H](N(C1)C(=O)OC(C)(C)C)C(=O)[O-] 1-tert-butyl (2S,4S)-4-aminopyrrolidine-1,2-dicarboxylate